tert-butyl (2,6-dimethylquinazolin-4-yl)carboxylate Tellurium-selenium-zinc [Zn].[Se].[Te].CC1=NC2=CC=C(C=C2C(=N1)C(=O)OC(C)(C)C)C